quinazoline-8-formamide N1=CN=CC2=CC=CC(=C12)C(=O)N